C(C1=CC=CC=C1)OC(=O)N[C@H](C(=O)OC)C(C)=O (S)-methyl 2-(((benzyloxy) carbonyl) amino)-3-oxobutanoate